ClC=1C=CC2=C(O[C@@H](CN(S2(=O)=O)CC2=CC(=CC=3C=CSC32)C(CC(=O)OCC)C3=C(C2=C(N(N=N2)C)C=C3)C)CC)N1 ethyl 3-(7-{[(4R)-7-chloro-4-ethyl-1,1-dioxido-3,4-dihydro-2H-pyrido[2,3-b][1,4,5]oxathiazepin-2-yl]methyl}-1-benzothiophen-5-yl)-3-(1,4-dimethyl-1H-benzotriazol-5-yl)propanoate